6-[(2S)-2-aminopropyl]-N-[(pyrimidin-4-yl)methyl]thieno[3,2-d]pyrimidin-4-amine dihydrochloride Cl.Cl.N[C@H](CC1=CC=2N=CN=C(C2S1)NCC1=NC=NC=C1)C